N-(2-(3,3-dimethyl-2-(4-chlorophenyl)cyclobut-1-enyl)phenyl)acetamide CC1(C(=C(C1)C1=C(C=CC=C1)NC(C)=O)C1=CC=C(C=C1)Cl)C